C(C)(=O)C1=CC=C(C=C1)C=1N=C2C(=NC1)N=C(S2)NC(OC(C)(C)C)=O tert-butyl N-[6-(4-acetylphenyl)thiazolo[4,5-b]pyrazin-2-yl]carbamate